(5-chloro-2-methyl-3-(4-methylbenzyl)phenyl)-N-ethyl-N-methyl-formamidine ClC=1C=C(C(=C(C1)C(=N)N(C)CC)C)CC1=CC=C(C=C1)C